5-((1H-pyrazol-1-yl)methyl)-4-methoxypicolinic acid N1(N=CC=C1)CC=1C(=CC(=NC1)C(=O)O)OC